O1CCOC12CCN(CC2)C2=CC=CC=1N(C(N(C12)C)=O)C1C(NC(CC1)=O)=O 3-[4-(1,4-dioxa-8-azaspiro[4.5]dec-8-yl)-3-methyl-2-oxo-benzimidazol-1-yl]piperidine-2,6-dione